ClC1=C(C=C(C=C1)Cl)C1=CC(=NC=C1)C(=O)NC1=C(C=C(C=C1C)OCCO)C 4-(2,5-dichlorophenyl)-N-(4-(2-hydroxyethoxy)-2,6-dimethylphenyl)picolinamide